ONC(=O)C=1C(=C(C=CC1)N1CC(C1)OC1=CC=C(C=C1)\C=C\C=1C=NC=CC1)C1=CC=CC=C1 (E)-N-hydroxy-6-(3-(4-(2-(pyridin-3-yl)vinyl)phenoxy)azetidin-1-yl)-[1,1'-biphenyl]-2-carboxamide